2,6-bis(N-carbazolyl)pyridine C1=CC=CC=2C3=CC=CC=C3N(C12)C1=NC(=CC=C1)N1C2=CC=CC=C2C=2C=CC=CC12